FC1=C(C=C(C=C1)N(C(=O)[C@H]1N(C(OC1)=O)C1=NC(=CC(=C1)C(F)(F)F)C)C)O (S)-N-(4-fluoro-3-hydroxyphenyl)-N-methyl-3-(6-methyl-4-(trifluoromethyl)pyridin-2-yl)-2-oxooxazolidine-4-carboxamide